CN(C1=CC=C(C=NNC(N)=S)C=C1)C 2-[4-(dimethylamino)benzylidene]hydrazinecarbothioamide